CN([C@H]1CCCC=2C=CC=NC12)C[C@@H]1NCC2=CC=CC(=C2C1)N1C[C@H](OCC1)CO ((S)-4-((R)-3-((methyl((S)-5,6,7,8-tetrahydroquinolin-8-yl)amino)methyl)-1,2,3,4-tetrahydroisoquinolin-5-yl)morpholin-2-yl)methanol